5-cyano-4-oxo-1-[4-(trifluoromethoxy)phenyl]cinnoline-3-carboxylic acid C(#N)C1=C2C(C(=NN(C2=CC=C1)C1=CC=C(C=C1)OC(F)(F)F)C(=O)O)=O